BrC1=NC(=CN=C1)C(C)(C)C 2-bromo-6-(tert-butyl)pyrazine